2-allyl-6-((7-fluoro-2-methylisoindolin-5-yl)amino)-1-(6-(2-hydroxypropan-2-yl)pyridin-2-yl)-1,2-dihydro-3H-pyrazolo[3,4-d]pyrimidin-3-one C(C=C)N1N(C2=NC(=NC=C2C1=O)NC=1C=C2CN(CC2=C(C1)F)C)C1=NC(=CC=C1)C(C)(C)O